OC=1C=NC=CC1NC(CN1CCN(CC1)C(=O)OC(C)(C)C)=O Tert-Butyl 4-(2-((3-hydroxypyridin-4-yl)amino)-2-oxoethyl)piperazine-1-carboxylate